N-(trans-3-morpholinocyclobutyl)-5-(1,8-naphthyridin-3-yl)pyrrolo[2,1-f][1,2,4]triazin-2-amine O1CCN(CC1)[C@@H]1C[C@H](C1)NC1=NN2C(C=N1)=C(C=C2)C=2C=NC1=NC=CC=C1C2